(R)-4-((1S,6R)-5-((S)-3-amino-2-(4-chlorophenyl)propanoyl)-2,5-diazabicyclo[4.1.0]hept-2-yl)-5-methyl-5,8-dihydropyrido[2,3-d]pyrimidin-7(6H)-one NC[C@@H](C(=O)N1CCN([C@H]2C[C@@H]12)C=1C2=C(N=CN1)NC(C[C@H]2C)=O)C2=CC=C(C=C2)Cl